CC1(CN(CC(C1)=O)C(=O)OC(C)(C)C)C tert-butyl 3,3-dimethyl-5-oxo-piperidine-1-carboxylate